N-((1s,3s)-3-(6-((4-((1-((2-(2,6-dioxopiperidin-3-yl)-1,3-dioxoisoindolin-5-yl)glycyl)piperidin-4-yl)methoxy)benzyl)amino)-9H-purin-9-yl)cyclobutyl)-6-methylpicolinamide O=C1NC(CC[C@@H]1N1C(C2=CC=C(C=C2C1=O)NCC(=O)N1CCC(CC1)COC1=CC=C(CNC2=C3N=CN(C3=NC=N2)C2CC(C2)NC(C2=NC(=CC=C2)C)=O)C=C1)=O)=O